CCCCCC=CCCCCC dodec-6-ene